6-methoxy-2-methylnicotinamide COC1=NC(=C(C(=O)N)C=C1)C